bis(naphthalen-1-yl)-N,N'-bis-(phenyl)benzidine C1(=CC=CC2=CC=CC=C12)N(C1=CC=C(C2=CC=C(N(C3=CC=CC=C3)C3=CC=CC4=CC=CC=C34)C=C2)C=C1)C1=CC=CC=C1